C(C)(C)(C)OC(=O)N1CCC(CC1)C=1N=C2N(C=C(C=C2F)B(O)O)C1 [2-(1-t-butoxycarbonyl-4-piperidinyl)-8-fluoro-imidazo[1,2-a]pyridin-6-yl]boronic acid